NC=1C(=NC=C(N1)N1CCC(CC1)(C)N)SC=1C(=C(C=CC1)N1CCN(CC1)CC1=C(C=C(C=C1)N1C(NC(CC1)=O)=O)F)Cl 1-(4-((4-(3-((3-amino-5-(4-amino-4-methylpiperidin-1-yl)pyrazin-2-yl)thio)-2-chlorophenyl)piperazin-1-yl)methyl)-3-fluorophenyl)dihydropyrimidine-2,4(1H,3H)-dione